C(C)(=O)C1=NC=C(C2=C1CCO2)C(=O)OC methyl 4-acetyl-2,3-dihydrofuro[3,2-c]pyridine-7-carboxylate